C(C)(C)(C)OC(=O)N1C[C@H]2N(C3=C(OCC2)C=C(C(=C3)Cl)N3C(NC(CC3)=O)=O)CC1 (S)-10-chloro-9-(2,4-dioxotetrahydropyrimidin-1(2H)-yl)-1,2,4,4a,5,6-hexahydro-3H-benzo[b]pyrazino[1,2-d][1,4]oxazepine-3-carboxylic acid tert-butyl ester